3-benzylamino-1-propanone C(C1=CC=CC=C1)NCCC=O